C12(CC3CC(CC(C1)C3)C2)CC(=O)N[C@H](C(=O)N2[C@@H]([C@@H]3[C@H](C2)CCC3)C(=O)N[C@H](C(=O)N)CCC)C(C)(C)C (1S,3aR,6aS)-2-((S)-2-(2-((3S,5S,7S)-adamantan-1-yl)acetamido)-3,3-dimethylbutanoyl)-N-((S)-1-amino-1-oxopentan-2-yl)octahydrocyclopenta[c]pyrrole-1-carboxamide